COC=1C=C(C=CC1)C1=CC(=NN1C=1C=NC=CC1)COC(C(=O)O)(C)C 2-([5-(3-Methoxyphenyl)-1-(pyridin-3-yl)-1H-pyrazol-3-yl]methoxy)-2-methylpropanoic acid